FC=1C=C(C=CC1S(=O)(=O)C)N(C(=O)C1N(NC(C1)=O)C1=NC(=CC(=C1)C(F)(F)F)C)C N-(3-fluoro-4-(methylsulfonyl)phenyl)-N-methyl-2-(6-methyl-4-(trifluoromethyl)pyridin-2-yl)-5-oxopyrazolidine-3-carboxamide